The molecule is an unsaturated fatty acid anion that is the conjugate base of (8E,10S)-10-hydroperoxy-8-octadecenoic acid, obtained by deprotonation of the carboxy group. It is a long-chain fatty acid anion, a hydroperoxy fatty acid anion, an unsaturated fatty acid anion and a hydroperoxyoctadecenoate. It is a conjugate base of an (8E,10S)-10-hydroperoxy-8-octadecenoic acid. CCCCCCCC[C@@H](/C=C/CCCCCCC(=O)[O-])OO